N[C@@H]1C2=CC=CC=C2CC12CCN(CC2)C=2C(=NC(=CN2)SC2=C(C(=NC=C2)N)Cl)C(=O)N (S)-3-(1-amino-1,3-dihydrospiro[inden-2,4'-piperidin]-1'-yl)-6-((2-amino-3-chloropyridin-4-yl)thio)pyrazine-2-carboxamide